C(CCCCC)(=O)OCC.[Zn] zinc ethyl hexanoate